(p-nitrophenyl)triPhenylboron [N+](=O)([O-])C1=CC=C(C=C1)C1=C(C=CC=C1)B(C1=CC=CC=C1)C1=CC=CC=C1